C(C)(C)(C)C1=CC=C(C(=O)O)C=C1.[Al] Aluminum p-tertiary butyl-benzoic acid